Tert-butyl (R)-3-((((E)-4-((pyridin-3-ylmethyl)amino)but-2-en-1-yl)((S)-5,6,7,8-tetrahydroquinolin-8-yl)amino)methyl)-3,4-dihydroisoquinoline-2(1H)-carboxylate N1=CC(=CC=C1)CNC/C=C/CN([C@H]1CCCC=2C=CC=NC12)C[C@@H]1N(CC2=CC=CC=C2C1)C(=O)OC(C)(C)C